ClC1=NC=C(C(=O)NNC(CCC(=O)OC)=O)C(=C1)NC(C)C Methyl 4-(2-(6-chloro-4-(isopropylamino) nicotinoyl) hydrazino)-4-oxobutanoate